C(C)N1N=NC2=C1C=CC(=C2C)[C@@H](CC(=O)OC)C2=CC=C1CCN(CC1=C2)C(C2=CC(=C(C(=C2)C)C)C)=O methyl (3S)-3-(1-ethyl-4-methyl-benzotriazol-5-yl)-3-[2-(3,4,5-trimethylbenzoyl)-3,4-dihydro-1H-isoquinolin-7-yl]propanoate